((2R,3R,4R,5R)-5-(2-amino-1,9-dihydro-6H-purin-6-one-9-yl)-4-methoxy-3-hydroxytetrahydrofuran-2-yl)-methyl butyl hydrogen phosphate P(=O)(OC[C@H]1O[C@H]([C@@H]([C@@H]1O)OC)N1C=2N=C(NC(C2N=C1)=O)N)(OCCCC)O